O=C1NC(CCC1N1C(C2=CC=C(C=C2C1=O)N1CCN(CC1)CCCN1CCCCC1)=O)=O 1-(3-(4-(2-(2,6-dioxopiperidin-3-yl)-1,3-dioxoisoindolin-5-yl)piperazin-1-yl)propyl)piperidin